CC1=C(C(C(C=C1)C)C)C(C=CC)=O 1-(2,5,6-trimethylcyclohex-1,3-dien-1-yl)but-2-en-1-one